(1S,2R)-2-methoxy-1-(6-(2-methyl-2H-pyrazolo[3,4-b]pyridin-5-yl)thieno[2,3-b]pyridin-2-yl)cyclobutanol CO[C@H]1[C@](CC1)(O)C1=CC=2C(=NC(=CC2)C2=CC=3C(N=C2)=NN(C3)C)S1